Xylene Butyl-acetate C(CCC)OC(C)=O.C=1(C(=CC=CC1)C)C